CN(C=1C=C2CN(C(C2=CC1)=O)N1C(CCCC1=O)=O)[C@H]1[C@@H](CCCC1)NC (5-(methyl-((1R,2R)-2-(methylamino)cyclohexyl)amino)-1-oxoisoindolin-2-yl)piperidine-2,6-dione